ClC=1C=C(CN(C(CN2C=NC3=CC=C(C=C3C2=O)C2CCN(CC2)C(C(C)OC)=O)=O)C)C=CC1Cl N-(3,4-dichlorobenzyl)-2-(6-(1-(2-methoxypropanoyl)piperidin-4-yl)-4-oxoquinazolin-3(4H)-yl)-N-methylacetamide